C(#N)C1=CC=C(CNC(=O)C2=NN(C=3C(N(CCC32)CC3(CC3)S(=O)(=O)C(C)(C)C3CC(=NO3)C)=O)C)C=C1 N-(4-Cyanobenzyl)-1-methyl-6-((1-((2-(3-methyl-4,5-dihydroisoxazol-5-yl)propan-2-yl)sulfonyl)cyclopropyl)methyl)-7-oxo-4,5,6,7-tetrahydro-1H-pyrazolo[3,4-c]pyridine-3-carboxamide